C(O[C@H](C)C=1C=NC(=CC1)C)(OC1=CC=C(C=C1)[N+](=O)[O-])=O (1R)-1-(6-methylpyridin-3-yl)ethyl 4-nitrophenyl carbonate